(M)-6-Chloro-4-[(2S,5R)-2,5-dimethyl-4-prop-2-enoyl-piperazin-1-yl]-1-(2-isopropyl-4-methyl-3-pyridyl)-7-(4-isopropyl-pyrimidin-5-yl)pyrido[2,3-d]pyrimidin-2-one ClC1=CC2=C(N(C(N=C2N2[C@H](CN([C@@H](C2)C)C(C=C)=O)C)=O)C=2C(=NC=CC2C)C(C)C)N=C1C=1C(=NC=NC1)C(C)C